O=C1N[C@H]2[C@@H](OC1)CCN(C2)C(=O)N2CCC1(C[C@@H](CO1)NS(=O)(=O)C1=CC=C(C=C1)C(F)(F)F)CC2 N-((S)-8-((4aR,8aS)-3-Oxooctahydro-2H-pyrido[4,3-b][1,4]oxazine-6-carbonyl)-1-oxa-8-azaspiro[4.5]decan-3-yl)-4-(trifluoromethyl)benzenesulfonamide